ClC1=CC=2OCCC3N(C2N=C1)CCN(C3)C(=O)C=3C=C(OCCC)C=CC3 (2S)-1-(3-(3-chloro-7,7a,8,9,10,11-hexahydro-6H-pyrazino[1,2-d]pyrido[3,2-b][1,4]oxazepine-9-carbonyl)phenoxy)propan